FC(OC1=NC=CC(=C1)C(=O)O)F 2-(difluoromethoxy)pyridine-4-carboxylic acid